FC1(C[C@@H]([C@H](CC1)O)[C@@H]1N2C(C3=CC=CC=C13)=CN=C2)F (1S,2R)-4,4-Difluoro-2-((S)-5H-imidazo[5,1-a]isoindol-5-yl)cyclohexan-1-ol